N-hydroxyheptylamide OCCCCCCC[NH-]